FC1=C(C=C(C(=C1)C=1C=NNC1)C)C=1N=CC(=NC1)N(C1CC(NC(C1)(C)C)(C)C)C 5-[2-fluoro-5-methyl-4-(1H-pyrazol-4-yl)phenyl]-N-methyl-N-(2,2,6,6-tetramethylpiperidin-4-yl)pyrazin-2-amin